ClC1=CC=C(C=C1)C=1N=C(SC1)OCC1=C(C=CC=C1C)N1N=NN(C1=O)C 1-[2-[[4-(4-chlorophenyl)thiazol-2-yl]oxymethyl]-3-methyl-phenyl]-4-methyl-tetrazol-5-one